1-benzyl-7-chloro-8-fluoro-4-hydroxy-1,2-dihydro-1,6-naphthyridin-2-one C(C1=CC=CC=C1)N1C(C=C(C2=CN=C(C(=C12)F)Cl)O)=O